2-aminoethyl-(tripropoxysilane) NCC[Si](OCCC)(OCCC)OCCC